C(CCOC1=CC2=C([Se]C(=C2)C(CCC(=O)O)=O)C=C1OC)OC1=CC2=C([Se]C(=C2)C(CCC(=O)O)=O)C=C1OC 4,4'-((propane-1,3-diylbis(oxy))bis(6-methoxybenzo[b]selenophen-5,2-diyl))bis(4-oxobutanoic acid)